6-(2-(3-Chloro-4-fluorophenyl)pyridin-3-yl)-N-(1-methylpiperidin-4-yl)imidazo[1,2-a]pyridine-3-carboxamide ClC=1C=C(C=CC1F)C1=NC=CC=C1C=1C=CC=2N(C1)C(=CN2)C(=O)NC2CCN(CC2)C